3-trimethoxysilylpropylacrylate CO[Si](CCCOC(C=C)=O)(OC)OC